6-{5-[(2-hydroxy-3-phenoxypropyl)carbamoyl]-6-methoxypyridin-3-yl}-N-methyl-1H-indazole-3-carboxamide OC(CNC(=O)C=1C=C(C=NC1OC)C1=CC=C2C(=NNC2=C1)C(=O)NC)COC1=CC=CC=C1